2-(4-cyclopropyl-6-methoxypyrimidin-5-yl)-6,6-difluoro-8-(4-(1-methyl-4-(trifluoromethyl)-1H-imidazol-2-yl)benzyl)-7,8-dihydro-6H-pyrimido[5,4-b][1,4]oxazine C1(CC1)C1=NC=NC(=C1C=1N=CC=2OC(CN(C2N1)CC1=CC=C(C=C1)C=1N(C=C(N1)C(F)(F)F)C)(F)F)OC